3-((2S)-2-hydroxy-3-(8-(4-methoxy-3-methylphenylsulfonyl)-1-oxa-8-azaspiro[4.5]decan-3-ylamino)propoxy)-N,N-dimethylbenzenesulfonamide O[C@H](COC=1C=C(C=CC1)S(=O)(=O)N(C)C)CNC1COC2(C1)CCN(CC2)S(=O)(=O)C2=CC(=C(C=C2)OC)C